CN1CC2=CC(=CC(=C2CC1)C1CC(C1)CO)[N+](=O)[O-] (3-(2-Methyl-7-nitro-1,2,3,4-tetrahydroisoquinolin-5-yl)cyclobutyl)methanol